(8aS)-3-(2-Amino-7-fluorobenzo[d]thiazol-4-yl)-2-fluoro-8,8a,9,10,11,12-hexahydro-7H,14H-pyrazino[1',2':5,6][1,5]diazocino[3,2,1-hi]indol-14-one bis(2,2,2-trifluoroacetate) FC(C(=O)O)(F)F.FC(C(=O)O)(F)F.NC=1SC2=C(N1)C(=CC=C2F)C2=C1C=CN3C1=C(C=C2F)C(N2[C@@H](CC3)CNCC2)=O